NC1=CC=CC(=N1)S(=O)(=O)NC(=O)C=1C(=NC(=CC1)C1=CC=C(C=C1)C(C)C)N1C(C[C@@H](C1)C)(C)C N-[(6-Amino-2-pyridyl)sulfonyl]-6-(4-isopropylphenyl)-2-[(4S)-2,2,4-trimethylpyrrolidin-1-yl]pyridin-3-carboxamid